FC(S(=O)(=O)OC1=NC(=CC(=C1)C(N(C)OC)=O)Cl)(F)F 6-chloro-4-(methoxy(methyl)carbamoyl)pyridin-2-yl trifluoromethanesulfonate